(S)-1-methyl-N-(1-(3-(2-(pyrrolidin-1-ylmethyl)pyridin-4-yl)-1,2,4-oxadiazol-5-yl)ethyl)-3-(trifluoromethyl)-1H-pyrazole-5-carboxamide CN1N=C(C=C1C(=O)N[C@@H](C)C1=NC(=NO1)C1=CC(=NC=C1)CN1CCCC1)C(F)(F)F